2-(4-methylphenyl)-3,3-bis(4-cyanooxyphenyl)phthalimide CC1=CC=C(C=C1)C12C(C(=O)NC1=O)=CC=CC2(C2=CC=C(C=C2)OC#N)C2=CC=C(C=C2)OC#N